ClC1=CC(=C(C=C1)[C@@]1(OC2=C(C=CC=C2C=C1)C1CCN(CC1)CC1=NC2=C(N1C[C@H]1OCC1)C=C(C=C2)C(=O)O)[2H])F 2-((4-((R)-2-(4-chloro-2-fluorophenyl)-2H-chromen-8-yl-2-d)piperidin-1-yl)methyl)-1-(((S)-oxetan-2-yl)methyl)-1H-benzo[d]imidazole-6-carboxylic acid